O1[C@@H]2[C@H](N(CC1)C1=CC=C(N=N1)C1=C(C=C(C=C1C)C(F)(F)F)O)CNCC2 2-[6-[(4aR,8aS)-2,3,4a,5,6,7,8,8a-octahydropyrido[4,3-b][1,4]oxazin-4-yl]pyridazin-3-yl]-3-methyl-5-(trifluoromethyl)phenol